CN(C1=CC=C(CN(C2CCNCC2)C)C=C1)C N-(4-(dimethyl-amino)benzyl)-N-methylpiperidin-4-amine